CC1=C[C@H]2[C@](CC1)([C@]3(C([C@@](O2)(C[C@@]34CO4)O)O)C)C The molecule is an organic heterotricyclic compound that is isolated from the fermentation broth of Curvularia sp. RK97-F166. It has a role as a fungal metabolite. It is a cyclic hemiketal, a bridged compound, an organic heterotricyclic compound and a spiro-epoxide.